2-methyl-5-(5-methylthiophene-2-yl)-4-(4-(trifluoromethyl)phenyl)oxazole CC=1OC(=C(N1)C1=CC=C(C=C1)C(F)(F)F)C=1SC(=CC1)C